(E)-8-(but-2-en-2-yl)-N-methyl-N-phenyl-[1,2,4]triazolo[4,3-a]quinazolin-5-amine C/C(=C\C)/C1=CC=C2C(=NC=3N(C2=C1)C=NN3)N(C3=CC=CC=C3)C